1-n-hexyl-3-methylimidazole bromine salt [Br].C(CCCCC)N1CN(C=C1)C